FC1=C(C=C(C=C1)F)[C@H]1N(CCNC1)C(=O)N1CC2(CCCC2)[C@](CC1)(O)CN1C=NC(=CC1=O)C1=C(C=CC=C1)F 3-(((S)-7-((R)-2-(2,5-Difluorophenyl)piperazine-1-carbonyl)-10-hydroxy-7-azaspiro[4.5]decan-10-yl)methyl)-6-(2-fluorophenyl)pyrimidin-4(3H)-one